ClC1=C(O[C@H](C(=O)OC)CC)C=C(C=C1)CN1C(=C(C2=CC(=CC=C12)C(N[C@@H](C)C1=CC(=CC=C1)C(C)C)=O)C)C (S)-Methyl 2-(2-chloro-5-((5-(((S)-1-(3-isopropylphenyl)ethyl)carbamoyl)-2,3-dimethyl-1H-indol-1-yl)methyl)phenoxy)butanoate